C1(CC1)C#CC1=C2CCCN(C2=CC=C1)C1=NC=2N(C3=CC=C(C(=C13)F)F)C(=NN2)C 5-[5-(2-cyclopropylethynyl)-3,4-dihydro-2H-quinolin-1-yl]-6,7-difluoro-1-methyl-[1,2,4]triazolo[4,3-a]quinazoline